N-[(1R)-1-[2-chloro-3-(trifluoromethyl)phenyl]ethyl]-2-methyl-propane-2-sulfinamide ClC1=C(C=CC=C1C(F)(F)F)[C@@H](C)NS(=O)C(C)(C)C